C(C)OCCN1C(=NC2=C1C=CC=C2)C2CCNCC2 1-(2-ethoxyethyl)-2-(piperidin-4-yl)-1H-benzimidazole